(S)-1,2,3,4-tetrahydro-isoquinoline-3-Acetic acid C1N[C@@H](CC2=CC=CC=C12)CC(=O)O